[Ir].[Pt].[Ag] silver platinum iridium